C(CCCC=C)OC1=C(C=C(C=C1)C=1SC2=C(C(=CC(N2C1C(=O)O)=O)CC1=CC=CC2=CC=CC=C12)OC)C 8-[4-(5-Hexenyloxy)-3-methyl-phenyl]-5-methoxy-4-[(1-naphthyl)methyl]-2-oxo-7-thia-1-azabicyclo[4.3.0]nona-3,5,8-triene-9-carboxylic acid